2,2,6,6-tetramethyl-1-(((thioxo-λ4-sulfaneylidene)amino)thio)piperidin-4-one CC1(N(C(CC(C1)=O)(C)C)SN=S=S)C